C(C)OC1=C(C(=C(C=C1)[Bi])OCC)OCC tri(ethoxy)phenyl-bismuth